6-Bromo-3-(2-(4-chloro-2-(trifluoromethyl)phenyl)-3-oxohexahydroimidazo[1,5-a]pyrazin-7(1H)-yl)picolinaldehyde BrC1=CC=C(C(=N1)C=O)N1CC2N(CC1)C(N(C2)C2=C(C=C(C=C2)Cl)C(F)(F)F)=O